3-[6-(6-Cyclobutoxy-pyrazin-2-yl)-thiochroman-2-yl]-propionic acid C1(CCC1)OC1=CN=CC(=N1)C=1C=C2CCC(SC2=CC1)CCC(=O)O